6-amino-1-(4-nitro-3-(trifluoromethyl)benzyl)-1H-pyrazolo[3,4-d]Pyrimidine NC1=NC=C2C(=N1)N(N=C2)CC2=CC(=C(C=C2)[N+](=O)[O-])C(F)(F)F